FC1=C(C=CC=C1)C(CC1=NC(=NC(=N1)N[C@@H](CO)CC(C)C)NS(=O)(=O)C)CC N-(4-(2-(2-Fluorophenyl)butyl)-6-(((R)-1-hydroxy-4-methylpentan-2-yl)amino)-1,3,5-triazin-2-yl)methanesulfonamide